N-(2-(3-Hydroxypropoxy)-5-(3'-methyl-2'-oxo-2',3'-dihydrospiro[cyclobutane-1,1'-pyrrolo[2,3-c]quinolin]-8'-yl)pyridin-3-yl)methanesulfonamide OCCCOC1=NC=C(C=C1NS(=O)(=O)C)C1=CC=2C3=C(C=NC2C=C1)N(C(C31CCC1)=O)C